N1CC(CCCC1)C1=NN2C(=NC=3C=C(C(=CC3C2=N1)F)OC)NCC1=C(C=C(C=C1)OC)OC 2-(azepan-3-yl)-N-(2,4-dimethoxybenzyl)-9-fluoro-8-methoxy-[1,2,4]triazolo[1,5-c]quinazolin-5-amine